α-glycidoxybutyl-trimethoxysilane C(C1CO1)OC(CCC)[Si](OC)(OC)OC